4-methyl-valeric acid CC(CCC(=O)O)C